O1C=C(C=C1)C(/C=C(/C=O)\C)(CC=C(C)C)C (E)-4-(furan-3-yl)-2,4,7-trimethyloct-2,6-dienal